C[SiH](N(C)C)C dimethyl-dl-N,N-dimethylaminosilane